N1N=C(C=C1)C(=O)OCC ethyl 1H-pyrazole-carboxylate